methyl (2S,4R)-1-((4-phenoxybutanoyl)glycyl)-4-(m-tolyloxy)pyrrolidine-2-carboxylate O(C1=CC=CC=C1)CCCC(=O)NCC(=O)N1[C@@H](C[C@H](C1)OC=1C=C(C=CC1)C)C(=O)OC